3-morpholinothiophene-2-carboxylate O1CCN(CC1)C1=C(SC=C1)C(=O)[O-]